N-((3S,4S)-3-fluoro-1-(oxetan-3-yl-3-d)piperidin-4-yl)-5-(1-(2-fluoroethyl)-1H-benzo[d][1,2,3]triazol-6-yl)-4-methoxypyrrolo[2,1-f][1,2,4]triazin-2-amine F[C@H]1CN(CC[C@@H]1NC1=NN2C(C(=N1)OC)=C(C=C2)C=2C=CC1=C(N(N=N1)CCF)C2)C2(COC2)[2H]